CN(C/C=C/C(=O)NC=1C(=C2C(=NC=NC2=CC1)NC1=C(C=CC=C1)F)C1=CC(=CC=C1)OC)C (E)-4-(dimethylamino)-N-(4-((2-fluorophenyl)amino)-5-(3-methoxyphenyl)quinazolin-6-yl)but-2-enamide